ClC1=CC=C(CC=2N(C=3C(=C4CC[C@@H](N(C4=CC3)C(=O)OC)C)N2)C2CCCCC2)C=C1 (1R,3R)-3-((S)-2-(4-Chlorobenzyl)-6-(methoxycarbonyl)-7-methyl-6,7,8,9-tetrahydro-3H-imidazo[4,5-f]chinolin-3-yl)cyclohexan